4-(1,4'-bipiperidin-1'-ylmethyl)aniline S-((8-benzyl-4-oxo-3,4-dihydroquinazolin-2-yl)methyl)ethanethioate C(C1=CC=CC=C1)C=1C=CC=C2C(NC(=NC12)CS=C(C)O)=O.N1(CCCCC1)C1CCN(CC1)CC1=CC=C(N)C=C1